tert-butyl 4-(7-bromo-2,6-dichloro-8-fluoroquinazolin-4-yl)-2-(cyanomethyl)piperazin-1-carboxylate BrC1=C(C=C2C(=NC(=NC2=C1F)Cl)N1CC(N(CC1)C(=O)OC(C)(C)C)CC#N)Cl